methyl 4-[(3-{4-[(1,1-dioxo-1λ6-thian-4-yl)amino]-1-(2,2,2-trifluoroethyl)-1H-indol-2-yl}prop-2-yn-1-yl)amino]-3-methoxybenzoate O=S1(CCC(CC1)NC1=C2C=C(N(C2=CC=C1)CC(F)(F)F)C#CCNC1=C(C=C(C(=O)OC)C=C1)OC)=O